NC=1C2=C(N=CN1)N(C(=C2C2=CC=C(C=C2)O)C2=CC=C(C=C2)NC(C=C)=O)C N-(4-(4-amino-5-(4-hydroxyphenyl)-7-methyl-7H-pyrrolo[2,3-d]pyrimidin-6-yl)phenyl)acrylamide